C(=O)(OC(C)(C)C)C[C@H](N)C(=O)O β-bocalanine